O=C[C@@H](O)[C@H](O)[C@H](O)CO |r| L-(+-)-arabinose